2-(methoxymethyl)benzaldehyde COCC1=C(C=O)C=CC=C1